N[C@H](C(=O)N1[C@@H](C[C@H](C1)O)C(=O)N[C@@H](C)C1=CC=C(C=C1)C1=C(C=CC=C1F)F)C(C)(C)C (2S,4R)-1-((S)-2-amino-3,3-dimethylbutanoyl)-N-((S)-1-(2',6'-difluoro-[1,1'-biphenyl]-4-yl)ethyl)-4-hydroxypyrrolidine-2-carboxamide